ClC=1C=C(C=C(C1)NS(=O)(=O)C)NC(=O)C=1SC(=C(C1)C1=NC=CC=C1)C1CC1 N-(3-chloro-5-methanesulfonamidophenyl)-5-cyclopropyl-4-(pyridin-2-yl)thiophene-2-carboxamide